(1R,2S)-N-(4-{[7-{[3-(diethylamino)propyl]oxy}-6-(methyloxy)quinolin-4-yl]oxy}-3-fluorophenyl)-N'-(4-fluorophenyl)-2-methylcyclopropane-1,1-dicarboxamide C(C)N(CCCOC1=C(C=C2C(=CC=NC2=C1)OC1=C(C=C(C=C1)NC(=O)[C@]1([C@H](C1)C)C(=O)NC1=CC=C(C=C1)F)F)OC)CC